BrC(CCC)Br 4,4-dibromobutane